monochlorotert-butane ClC(C)(C)C